[Ba+2].Cl(=O)(=O)[O-].Cl(=O)(=O)[O-] chlorate barium